2-(4-amino-3-(trifluoromethyl)phenoxy)ethylcarbamic acid tert-butyl ester C(C)(C)(C)OC(NCCOC1=CC(=C(C=C1)N)C(F)(F)F)=O